Methyl-2-[acetyl(4-fluorobenzyl)amino]-4,7-dihydro-5H-spiro[1-benzothiophene-6,2'-[1,3]dioxolane] CC1OC2(OC1)CC1=C(C=C(S1)N(CC1=CC=C(C=C1)F)C(C)=O)CC2